C(C)OC(=O)C=1C=CC=2N(C1)N=C(C2C)C=2N(C1=C(C=C(C=C1C2)F)C2CCNCC2)CC2CC2 2-(1-(cyclopropylmethyl)-5-fluoro-7-(piperidin-4-yl)-1H-indol-2-yl)-3-methylpyrazolo[1,5-a]pyridine-6-carboxylic acid ethyl ester